1-(2-((1H-indazol-5-yl)amino)-7-cyclopentyl-7H-pyrrolo[2,3-d]pyrimidin-6-yl)ethan-1-one N1N=CC2=CC(=CC=C12)NC=1N=CC2=C(N1)N(C(=C2)C(C)=O)C2CCCC2